(6S,9S,12S)-methyl 9-(cyclopropylmethyl)-12-(((R)-5,5-dimethyl-2-oxopyrrolidin-3-yl)methyl)-6-(4-fluorobenzyl)-2,2-dimethyl-4,7,10-trioxo-3-oxa-5,8,11-triazatridecan-13-oate C1(CC1)C[C@H](NC([C@@H](NC(OC(C)(C)C)=O)CC1=CC=C(C=C1)F)=O)C(N[C@H](C(=O)OC)C[C@H]1C(NC(C1)(C)C)=O)=O